(1S,3aS,6aR)-2-(2-(3-acetyl-5-(2-methylpyrimidin-5-yl)-1H-indazol-1-yl)acetyl)-N-(6-bromopyridin-2-yl)octahydro-cyclopenta[c]pyrrole-1-carboxamide C(C)(=O)C1=NN(C2=CC=C(C=C12)C=1C=NC(=NC1)C)CC(=O)N1[C@@H]([C@H]2[C@@H](C1)CCC2)C(=O)NC2=NC(=CC=C2)Br